3-[N-decyl-4-(dimethylamino)butyrylamino]dodecanoic acid C(CCCCCCCCC)N(C(CC(=O)O)CCCCCCCCC)C(CCCN(C)C)=O